FC1=CSC=2C1=NSC2N(C(OC(C)(C)C)=O)CC=2SC=CC2 tertbutyl N-{6-fluorothieno[3,2-c][1,2]thiazol-3-yl}-N-(thiophen-2-ylmethyl)carbamate